tripropylene glycol bis(trimethylacetate) CC(C(=O)OC(C)COC(C)COC(C)COC(C(C)(C)C)=O)(C)C